1'-(2-chlorophenyl)-2-(2-ethoxy-3-pyridinyl)-7-[[(2R)-pyrrolidin-2-yl]methyl]spiro[6,8-dihydro-1,7-naphthyridine-5,4'-piperidine] ClC1=C(C=CC=C1)N1CCC2(CC1)C=1C=CC(=NC1CN(C2)C[C@@H]2NCCC2)C=2C(=NC=CC2)OCC